C1=C(C=CC=2SC3=CC=CC=C3CC12)SC1=CC=C(C=C1)[S+](C1=CC=CC=C1)C1=CC=CC=C1 [4-(2-thioxanthylthio)phenyl]diphenylsulfonium